4,8-bis(octyloxy)benzo[1,2-b:4,5-b']dithiophene C(CCCCCCC)OC1=C2C(SC=C2)=C(C2=C1SC=C2)OCCCCCCCC